C(C)(=O)OC1C=C(C(C(C1C)C)C(=O)OCC)C ethyl 4-acetoxy-2,5,6-trimethylcyclohex-2-en-1-carboxylate